2-tetradecyl-octadecanol C(CCCCCCCCCCCCC)C(CO)CCCCCCCCCCCCCCCC